oxo-1-(prop-2-yn-1-yl)-5-vinyl-1,2-dihydropyridine-3-carboxylic acid methyl ester COC(=O)C=1C(N(C=C(C1)C=C)CC#C)=O